CNC(\C=C\CN1C(NC2=CC=C(C=C2C1=O)S(NC1(COC1)C)(=O)=O)=O)=O (2E)-N-methyl-4-{6-[(3-methyloxetan-3-yl)sulfamoyl]-2,4-dioxo-1H-quinazolin-3-yl}but-2-enamide